C(C)(C)(C)OC([C@@H](NC1=CC=CC=C1)C)=O phenyl-alanine tert-butyl ester